5-ethoxycarbonyl-1-methyl-pyrazole-4-carboxylic acid C(C)OC(=O)C1=C(C=NN1C)C(=O)O